O=C1N(C(C=C1)=O)CCNC(CCCCCCCCCCC(=O)OC1=C(C(=C(C(=C1F)F)F)F)F)=O perfluorophenyl 12-((2-(2,5-dioxo-2,5-dihydro-1H-pyrrol-1-yl)ethyl)amino)-12-oxododecanoate